C(C)(C)(C)OC(=O)N1CC2(C1)CC(C2)OC2=CC(=C1C(=N2)C(=CS1)C(NC)=O)C(F)(F)F 6-((3-(methylcarbamoyl)-7-(trifluoromethyl)thieno[3,2-b]pyridin-5-yl)oxy)-2-azaspiro[3.3]heptane-2-carboxylic acid tert-butyl ester